CN(C1CN(C1)C1=NC=C(C=C1NS(=O)(=O)C)C1=CC=2C3=C(C=NC2C=C1)N(C(C31CCC1)=O)C)C N-(2-(3-(dimethylamino)azetidin-1-yl)-5-(3'-methyl-2'-oxo-2',3'-dihydrospiro[cyclobutan-1,1'-pyrrolo[2,3-c]quinolin]-8'-yl)pyridin-3-yl)methanesulfonamide